di-tert-butyl 1-(2-hydroxyethyl)hydrazine-1,2-dicarboxylate OCCN(NC(=O)OC(C)(C)C)C(=O)OC(C)(C)C